trans-cyclohexane-1,3-diamine [C@H]1(C[C@H](CCC1)N)N